C1(CC1)S(=O)(=O)N1CCC(CC1)NC=1N=CC2=C(N1)C(=NC(=C2)C)N2CC1(CNC1)C(C2)(F)F N-(1-(cyclopropylsulfonyl)piperidin-4-yl)-8-(8,8-difluoro-2,6-diazaspiro[3.4]octan-6-yl)-6-methylpyrido[3,4-d]pyrimidin-2-amine